4,7-difluoro-1-(hydroxymethyl)-1H-indazol-6-ol FC1=C2C=NN(C2=C(C(=C1)O)F)CO